7-(2,7-dimethyl-2H-indazol-5-yl)-2-methyl-3-(piperidin-4-yl)quinazolin-4(3H)-one CN1N=C2C(=CC(=CC2=C1)C1=CC=C2C(N(C(=NC2=C1)C)C1CCNCC1)=O)C